N-(1-(4-(trifluoromethyl)phenyl)ethyl)spiro[cyclopropane-1,3'-pyrrolo[3,2-b]pyridine]-1'(2'H)-carboxamide FC(C1=CC=C(C=C1)C(C)NC(=O)N1CC2(C3=NC=CC=C31)CC2)(F)F